1,4-bis-t-Butoxybutane C(C)(C)(C)OCCCCOC(C)(C)C